C1(CC1)C1=CC=C(C=C1)[C@H](C)NC(=O)C1=CC=C2C(=C(N(C2=C1)C)C)CC=1C=C(OC(C(=O)OCC)(C)C)C=CC1 ethyl (S)-2-(3-((6-((1-(4-cyclopropylphenyl)ethyl)carbamoyl)-1,2-dimethyl-1H-indol-3-yl)methyl)phenoxy)-2-methylpropanoate